OCCC(O)(C(C(O)=N)CO)CCO bis-(2-hydroxyethyl)-imino-tris(hydroxymethyl)-methane